O=C1N(CCC2=CC(=CC=C12)OC1=CC=CC=C1)CC(=O)O (1-oxo-6-phenoxy-3,4-dihydroisoquinolin-2-yl)acetic acid